Cis-tert-butyl 3-((5-bromo-1-methyl-1H-pyrazol-4-yl)methoxy)-4-methylpyrrolidine-1-carboxylate BrC1=C(C=NN1C)CO[C@@H]1CN(C[C@@H]1C)C(=O)OC(C)(C)C